4-bromo-2-(4-methoxybenzyl)isoindolin-1-one BrC1=C2CN(C(C2=CC=C1)=O)CC1=CC=C(C=C1)OC